OCC12CC(C1)(C2)N2C(OC1(C2)CCN(CC1)C(=O)OC(C)(C)C)=O tert-butyl 3-(3-(hydroxymethyl)bicyclo[1.1.1]pentan-1-yl)-2-oxo-1-oxa-3,8-diazaspiro[4.5]decane-8-carboxylate